CC(C)(C)[C@@H](C(=O)NC)NC(=O)C1=NN(C2=C1C[C@H]3[C@@H]2C3)C4=NC=C[N+](=C4)[O-] (1aS,5aS)-2-(4-Oxy-pyrazin-2-yl)-1a,2,5,5a-tetrahydro-1H-2,3-diaza-cyclopropa[a]pentalene-4-carboxylic acid ((S)-2,2-dimethyl-1-methylcarbamoyl-propyl)-amide